C1(CCCCC1)N1C(=NC=C1C)C1=NC=CC(=C1)C=1C=NC=C(C1)N1CCOCC1 N-Cyclohexyl-5-methyl-2-(5-morpholin-4-yl-3,4'-bipyridin-2'-yl)-1H-imidazole